1-[(2-hydroxy-4-nitrophenyl) azo]-2-naphthalenesulfonate OC1=C(C=CC(=C1)[N+](=O)[O-])N=NC1=C(C=CC2=CC=CC=C12)S(=O)(=O)[O-]